2-(4-fluorophenyl)-3-[2-(methoxymethyl)pyridin-4-yl]-3H-imidazo[4,5-b]Pyridine FC1=CC=C(C=C1)C1=NC=2C(=NC=CC2)N1C1=CC(=NC=C1)COC